2-ethyl-N-(3-(3-fluoro-5-(trifluoromethyl)phenyl)propyl)-6-methylthieno[2,3-d]pyrimidin-4-amine C(C)C=1N=C(C2=C(N1)SC(=C2)C)NCCCC2=CC(=CC(=C2)C(F)(F)F)F